(6-(oxetan-3-yl)-5,6,7,8-tetrahydro-1,6-naphthyridin-2-yl)methanol O1CC(C1)N1CC=2C=CC(=NC2CC1)CO